N1CCC(=CC1)C1=CC=2N(C=C1)C(=CN2)N2C(NC(C=C2)=O)=O 1-(7-(1,2,3,6-Tetrahydropyridin-4-yl)imidazo[1,2-a]pyridin-3-yl)pyrimidine-2,4(1H,3H)-dione